l-1,1'-[1,3-phenylenebis(methylene)]bis{4-[(E)-4-(diethylamino)styryl]-3-methylpyridin-1-ium} dibromide [Br-].[Br-].C1(=CC(=CC=C1)C[N+]1=CC(=C(C=C1)\C=C\C1=CC=C(C=C1)N(CC)CC)C)C[N+]1=CC(=C(C=C1)\C=C\C1=CC=C(C=C1)N(CC)CC)C